(R)-3-(4-amino-3-(7-(2-phenylacetamido)benzo[d][1,3]dioxol-4-yl)-1H-pyrazolo[3,4-d]pyrimidin-1-yl)piperidine-1-carboxylic acid tert-butyl ester C(C)(C)(C)OC(=O)N1C[C@@H](CCC1)N1N=C(C=2C1=NC=NC2N)C2=CC=C(C=1OCOC12)NC(CC1=CC=CC=C1)=O